C(C)C1=CC(=NS1)C=O 5-ethyl-1,2-thiazole-3-carbaldehyde